4-methyl-6,7-dihydro-5H-oxathiepine 2,2-dioxide CC1=CS(OCCC1)(=O)=O